ethyl acrylate methyl-methacrylate COC(C(=C)C)=O.C(C=C)(=O)OCC